4-PIPERIDIN-4-YLMETHYLIMIDAZOLE-2-CARBALDEHYDE HCL Cl.N1CCC(CC1)CC=1N=C(NC1)C=O